ClC=1C=CC(=C(C1)C=1C(=CC(=CC1)C(N[C@H](CCC)C1=CC=CC=C1)=O)C(=O)O)C1=NC2=C(N1)C=C1C=CC=CC1=C2 5'-chloro-2'-{1H-naphtho[2,3-d]imidazol-2-yl}-4-{[(1R)-1-phenylbutyl]carbamoyl}-[1,1'-biphenyl]-2-carboxylic acid